3-Cyclopropyl-1-(dispiro[2.0.24.13]heptan-7-ylmethyl)-4-(trifluoromethyl)-1H-pyrazole C1(CC1)C1=NN(C=C1C(F)(F)F)CC1C2(C13CC3)CC2